C1N(CC12CCNCC2)C2=NC(=NC=C2)C2=CN=C1N2C=C(N=C1)C(F)(F)F 3-(4-(2,7-diazaspiro[3.5]nonan-2-yl)pyrimidin-2-yl)-6-(trifluoromethyl)imidazo[1,2-a]pyrazine